(2R)-2-(6-{5-chloro-2-[(oxan-4-yl)amino]pyrimidin-4-yl}-1-oxo-2,3-dihydro-1H-isoindol-2-yl)-N-[(1S)-1-(5-chloro-3-fluoropyridin-2-yl)-2-hydroxyethyl]propanamide ClC=1C(=NC(=NC1)NC1CCOCC1)C1=CC=C2CN(C(C2=C1)=O)[C@@H](C(=O)N[C@H](CO)C1=NC=C(C=C1F)Cl)C